Glycylglycyl-L-serylglycylglycylglycyl-L-serylglycylglycylglycyl-L-serylglycylglycyl-L-asparaginylglycyl-L-leucyl-L-histidine NCC(=O)NCC(=O)N[C@@H](CO)C(=O)NCC(=O)NCC(=O)NCC(=O)N[C@@H](CO)C(=O)NCC(=O)NCC(=O)NCC(=O)N[C@@H](CO)C(=O)NCC(=O)NCC(=O)N[C@@H](CC(N)=O)C(=O)NCC(=O)N[C@@H](CC(C)C)C(=O)N[C@@H](CC1=CNC=N1)C(=O)O